benzo[1,2-b:4,5-b']dithiophene-4,8-diylbis-2-thiophenecarboxylic acid 2,2'-bis(2-ethyl hexyl) ester C(C)C(COC(=O)C=1SC=CC1C1=C2C(SC=C2)=C(C2=C1SC=C2)C2=C(SC=C2)C(=O)OCC(CCCC)CC)CCCC